CN1C(=NN=C1)C1(CC2(CCO2)C1)C=1C=C(C=CC1)N1C(C2=CC(=CC(=C2C1)C(F)(F)F)CNC1(CCC1)C)=O 2-(3-((4r,6r)-6-(4-methyl-4H-1,2,4-triazol-3-yl)-1-oxaspiro[3.3]heptan-6-yl)phenyl)-6-(((1-methylcyclobutyl)amino)methyl)-4-(trifluoromethyl)isoindolin-1-one